tert-butyl N-(tert-butoxycarbonyl)-N-[4-({5-[(4-ethyl-2-fluorophenyl)amino]-4-methylpyridin-3-yl}methyl)-3-fluoropyridin-2-yl]carbamate C(C)(C)(C)OC(=O)N(C(OC(C)(C)C)=O)C1=NC=CC(=C1F)CC=1C=NC=C(C1C)NC1=C(C=C(C=C1)CC)F